2-(phenylthio)phenol C1(=CC=CC=C1)SC1=C(C=CC=C1)O